1-((methylamino)methyl)cyclopropane hydrochloride Cl.CNCC1CC1